(7-bromo-8-fluoro-6-hydroxy-1,2,3,4-tetrahydronaphthalen-2-yl)acetic acid ethyl ester C(C)OC(CC1CC2=C(C(=C(C=C2CC1)O)Br)F)=O